CC1CCN(CC1)N(C(=O)NCC1=CC=C(C=C1)F)CC1=CC=C(C=C1)OCC(C)C 1-(4-methylpiperidin-1-yl)-1-(4-isobutoxybenzyl)-3-(4-fluorobenzyl)urea